C(C)(C)(C)OC(=O)N1C=C(C=2N=C(N=C(C21)OCC=2N=NC=CC2)N2CCOCC2)Br 7-bromo-2-morpholino-4-(pyridazin-3-ylmethoxy)-5H-pyrrolo[3,2-d]pyrimidine-5-carboxylic acid tert-butyl ester